C(#N)C(C)(C)C1=CC(=NC=C1)C=1NC2=CC=C(C=C2C1)SCC(=O)O 2-((2-(4-(2-Cyanopropan-2-yl)pyridin-2-yl)-1H-indol-5-yl)thio)acetic acid